N-cyclopropyl-2-(difluoromethoxy)-6-methoxy-4-[7-[(4-methylmorpholin-2-yl)methoxy]imidazo[1,2-a]pyridin-3-yl]benzamide C1(CC1)NC(C1=C(C=C(C=C1OC)C1=CN=C2N1C=CC(=C2)OCC2CN(CCO2)C)OC(F)F)=O